furo[2,3-d]pyrimidine-5-carboxamide N1=CN=CC2=C1OC=C2C(=O)N